N1=CC(=CC=C1)CN C-pyridin-3-yl-methylamine